2,2,2-trifluoro-1-[(2'S,4S,6'S,7R)-7-hydroxy-2'-methyl-6'-(1-methyltriazol-4-yl)-2-(trifluoromethyl)spiro[6,7-dihydrothieno[3,2-c]pyran-4,4'-piperidine]-1'-yl]ethanone FC(C(=O)N1[C@H](C[C@@]2(C[C@H]1C=1N=NN(C1)C)OC[C@H](C1=C2C=C(S1)C(F)(F)F)O)C)(F)F